3-[4-(1-phenylvinyl)phenyl]-5-(trifluoromethyl)-4,5-dihydro-1,2-oxazol-5-ol C1(=CC=CC=C1)C(=C)C1=CC=C(C=C1)C1=NOC(C1)(O)C(F)(F)F